4-(4-nitro-1H-pyrazol-1-yl)piperidine-1-carboxylic acid tert-butyl ester C(C)(C)(C)OC(=O)N1CCC(CC1)N1N=CC(=C1)[N+](=O)[O-]